4-(5-((2,4-dimethylpyridin-3-yl)oxy)-1-(2-hydroxy-2-methylpropyl)-1H-indazol-6-yl)-N-ethyl-6-methyl-7-oxo-6,7-dihydro-1H-pyrrolo[2,3-c]pyridine-2-carboxamide CC1=NC=CC(=C1OC=1C=C2C=NN(C2=CC1C=1C2=C(C(N(C1)C)=O)NC(=C2)C(=O)NCC)CC(C)(C)O)C